CN(CCNC1=NC=C(C=C1)[N+](=O)[O-])C N-[2-(dimethylamino)ethyl]-5-nitropyridin-2-amine